6-bromo-N-(3,5-difluorophenyl)-1H-pyrrolo[2,3-b]pyridine-3-sulfonamide BrC1=CC=C2C(=N1)NC=C2S(=O)(=O)NC2=CC(=CC(=C2)F)F